tert-butyl (4-((6-oxa-3-azabicyclo[3.1.1]heptan-3-yl)sulfonyl)-2-methoxyphenyl)(prop-2-yn-1-yl)carbamate C12CN(CC(O1)C2)S(=O)(=O)C2=CC(=C(C=C2)N(C(OC(C)(C)C)=O)CC#C)OC